4-[1-(1-Isopropyltriazol-4-yl)ethoxy]-6-[5-methyl-1-(4-piperidinyl)triazol-4-yl]pyrazolo[1,5-a]pyridine-3-carbonitrile hydrochloride Cl.C(C)(C)N1N=NC(=C1)C(C)OC=1C=2N(C=C(C1)C=1N=NN(C1C)C1CCNCC1)N=CC2C#N